N-(4-(1-(cyclopropanecarbonyl)indolin-5-yl)-5-methylthiazol-2-yl)-2-(3-((5-((2-(2,6-dioxopiperidin-3-yl)-1,3-dioxoisoindolin-5-yl)amino)pentyl)oxy)phenyl)acetamide C1(CC1)C(=O)N1CCC2=CC(=CC=C12)C=1N=C(SC1C)NC(CC1=CC(=CC=C1)OCCCCCNC=1C=C2C(N(C(C2=CC1)=O)C1C(NC(CC1)=O)=O)=O)=O